C(=O)(O)CNCCN(CC(=O)O)CC(=O)O tri(carboxymethyl)ethylenediamine